FC1=CC(=C(C=C1C=1C=NC(=CC1)N1CCOCC1)N1C=C(C(=CC1=O)C(F)(F)F)C(=O)N)N1C[C@H](N(CC1)C)C 4-fluoro-5-(6-morpholin-4-ylpyridin-3-yl)-2-[(3R)-3,4-dimethylpiperazin-1-yl]phenyl-6-oxo-4-(trifluoromethyl)-1H-pyridine-3-carboxamide